5-hydroxy-5-methyl-1,3,4,5-tetrahydrobenzo[c]oxepine-7-carboxylic acid OC1(C2=C(COCC1)C=CC(=C2)C(=O)O)C